[Si]12(OCCN(CCO1)CCO2)CCC[N+](C)(C)CCCCS(=O)(=O)[O-] 4-[3-(2,8,9-trioxa-5-aza-1-silabicyclo[3.3.3]undecane-1-yl)propyl-N,N-dimethylammonio]butane-1-sulfonate